2-(1,2-oxazol-4-yl)ethanamine O1N=CC(=C1)CCN